2'-chloro-N-(6-methanesulfonyl-1,3-benzothiazol-2-yl)-5'-methoxy-6-methyl-[4,4'-bipyridine]-3-carboxamide ClC1=NC=C(C(=C1)C1=C(C=NC(=C1)C)C(=O)NC=1SC2=C(N1)C=CC(=C2)S(=O)(=O)C)OC